C(C)C=1N=C2N(C=C(C=C2)N2C(CNCC2)=O)C1N(C)C=1SC=C(N1)C1=CC=C(C=C1)F 1-(2-Ethyl-3-{[4-(4-fluoro-phenyl)-thiazol-2-yl]-methyl-amino}-imidazo[1,2-a]pyridin-6-yl)-piperazin-2-one